N-((1-benzyl-1H-indol-4-yl)methyl)-2-hydroxyacetamide C(C1=CC=CC=C1)N1C=CC2=C(C=CC=C12)CNC(CO)=O